(s)-2-((4-(3-((2-Chloro-4-methylphenyl)(methyl)amino)benzyl)piperidin-1-yl)methyl)-1-(oxetan-2-ylmethyl)-1H-benzo[d]imidazole-6-carboxylic acid ClC1=C(C=CC(=C1)C)N(C=1C=C(CC2CCN(CC2)CC2=NC3=C(N2C[C@H]2OCC2)C=C(C=C3)C(=O)O)C=CC1)C